(S)-3-(3-(4-hydroxy-1,6-dimethyl-2-oxo-1,2-dihydropyridin-3-yl)ureido)-3-(2'-methylbiphenyl-4-yl)propanoic acid ethyl ester C(C)OC(C[C@@H](C1=CC=C(C=C1)C1=C(C=CC=C1)C)NC(=O)NC=1C(N(C(=CC1O)C)C)=O)=O